FC1=C(C=CC(=C1C1=CC2=C(N=C(N=C2)SC)N(C1=O)C)F)NS(=O)(=O)N1C[C@@H](CC1)F (3R)-N-(2,4-difluoro-3-(8-methyl-2-(methylsulfanyl)-7-oxo-7,8-dihydropyrido[2,3-d]pyrimidin-6-yl)phenyl)-3-fluoropyrrolidine-1-sulfonamide